[phenyl(dibenzothiophenyl)indolocarbazolyl]triazine C1(=CC=CC=C1)C1=C(C(=C2C(=C1)N=C1C=CC3=C4C=CC=CC4=NC3=C12)C1=NN=NC=C1)C1=CC=CC=2SC3=C(C21)C=CC=C3